[Si](C)(C)(C(C)(C)C)OCCCC(C#N)(C)C 5-((tert-butyldimethylsilyl)oxy)-2,2-dimethylpentanenitrile